2-(11-(2-hydroxyethyl)-20-methyl-20-((octyloxy)carbonyl)-3,17,21-trioxo-2,18,22-trioxa-11-azatriacontyl)-2-methylmalonate OCCN(CCCCCCCC(OCC(C(=O)[O-])(C(=O)[O-])C)=O)CCCCCC(OCC(C(OCCCCCCCC)=O)(C(=O)OCCCCCCCC)C)=O